Racemic-(4-(5-chloro-2-(trifluoromethyl)phenyl)piperazin-1-yl)((1RS,2SR)-2-(4-(trifluoromethyl)phenyl)-cyclopropyl)methanone ClC=1C=CC(=C(C1)N1CCN(CC1)C(=O)[C@H]1[C@H](C1)C1=CC=C(C=C1)C(F)(F)F)C(F)(F)F |r|